benzyl 3-(isobutyryloxy)-2,2,4-trimethylpentyl cyclohexane-1,2-dicarboxylate C1(C(CCCC1)C(=O)OCC(C(C(C)C)OC(C(C)C)=O)(C)C)C(=O)OCC1=CC=CC=C1